CC=1C=C(C=CC1)C1=C(C=C(C=C1OP1(OCCC(O1)C1=CC=NC=C1)=O)CCCCC)OP1(OCCC(O1)C1=CC=NC=C1)=O 2-((3'-methyl-6-((2-oxido-4-(pyridin-4-yl)-1,3,2-dioxaphosphinan-2-yl)oxy)-4-pentyl-[1,1'-biphenyl]-2-yl)oxy)-4-(pyridin-4-yl)-1,3,2-dioxaphosphinane 2-oxide